tert-Butyl 5-(5-methyl-2-phenyl-imidazo[4,5-b]pyridin-3-yl)indazole-1-carboxylate CC1=CC=C2C(=N1)N(C(=N2)C2=CC=CC=C2)C=2C=C1C=NN(C1=CC2)C(=O)OC(C)(C)C